Pyridine-2-carboxylic acid [3-(piperidine-1-carbonyl)-adamantan-1-yl]-amide N1(CCCCC1)C(=O)C12CC3(CC(CC(C1)C3)C2)NC(=O)C2=NC=CC=C2